C(CCCCCCC)OC(CS(=O)(=O)C1=CC=CC=C1)=O 2-(benzenesulfonyl)acetic acid octyl ester